ClC1=C(C=CC=C1)[C@]1(C(CCCC1)=O)CNC(OC(CC)OC(CNC(C(F)(F)F)=O)=O)=O 1-(2-(2,2,2-trifluoroacetamido)acetoyloxy)propyl (S)-1-(2-chlorophenyl)-2-oxocyclohexylmethylcarbamate